ClC1=C(C=CC(=C1)[N+](=O)[O-])NC(C1=C(C=C(C=C1)OC)O)=O N-(2-chloro-4-nitrophenyl)-2-hydroxy-4-methoxybenzamide